CN(C)C(=O)C1=CC(=CC=C1)N 3-amino-N,N-dimethylbenzamide